(S)-2-(3-((tert-Butoxycarbonyl)amino)but-1-yn-1-yl)-5-fluorobenzoic acid C(C)(C)(C)OC(=O)N[C@H](C#CC1=C(C(=O)O)C=C(C=C1)F)C